3-acrylamido-5-(prop-2-yn-1-yloxy)benzoic acid C(C=C)(=O)NC=1C=C(C(=O)O)C=C(C1)OCC#C